4-chloro-3-fluoropyrazolo[1,5-a]pyridine-7-carbonitrile ClC=1C=2N(C(=CC1)C#N)N=CC2F